ClC=1N=C(C2=C(N1)C=CS2)NCC=2OC=CC2 2-chloro-4-{[(furan-2-yl)methyl]amino}thieno[3,2-d]pyrimidin